C1(CC1)CNC1=C2C(=NC=3C=C(C(=CC13)OC)OCCCNNS(=O)=O)CCC2 N-[3-({9-[(cyclopropylmethyl)amino]-7-methoxy-1H,2H,3H-cyclopenta[b]quinolin-6-yl}oxy)propyl]aminosulfonamide